NCC=1C=C2CN(CC2=CC1)C([C@@H](CC1=C(C=C(C=C1)Cl)Cl)NC(OC(C)(C)C)=O)=O tert-butyl (R)-(1-(5-(aminomethyl)isoindolin-2-yl)-3-(2,4-dichlorophenyl)-1-oxopropan-2-yl)carbamate